C1=CC=CC=2C3=CC=CC=C3N(C12)C1=CC(=CC(=C1)N1C2=CC=CC=C2C=2C=CC=CC12)N1C2=CC=CC=C2C=2C=CC=CC12 1,3,5-Tri(9-carbazolyl)benzol